C(C)(C)(C)OC(=O)N1C=CC2=C(C(=CC(=C12)C)OC)CBr 4-(bromomethyl)-5-methoxy-7-methyl-1H-indole-1-carboxylic acid tert-butyl ester